3-(3,5-dichlorophenyl)-5-methyl-4H-isoxazole-5-carboxylic acid ClC=1C=C(C=C(C1)Cl)C1=NOC(C1)(C(=O)O)C